COC1=C(C=CC(=C1)OC)S(=O)(=O)NC1=NOC2=C1C=CC(=C2)C(=O)OC methyl 3-((2,4-dimethoxyphenyl)sulfonamido)benzo[d]isoxazole-6-carboxylate